C1(=CC=CC=C1)C=C\C=N\NC(C1=CC=CC=C1)=O N'-((1E)-3-phenylallylidene)benzohydrazide